BrC1=NC=C(C=C1NC(C(C(=O)OCC)=C)C)Br ethyl 3-((2,5-dibromopyridin-3-yl) amino)-2-methylenebutanoate